(4-fluoro-5-methoxy-1H-indol-3-yl)-N-isopropyl-N-methyl-2-oxoacetamide FC1=C2C(=CNC2=CC=C1OC)C(C(=O)N(C)C(C)C)=O